[C@H]12CC(C[C@H](CC1)O2)N2N=CC(=C2)NC2=NC=C(C(=N2)C2=CC=C(C(=O)O)C=C2)C 4-(2-((1-((1R,5S)-8-oxabicyclo[3.2.1]octan-3-yl)-1H-pyrazol-4-yl)amino)-5-methylpyrimidin-4-yl)benzoic Acid